C[C@@H]1O[C@H](C[C@@H](C1)C=1N=C2N(C(C1)=O)C=CN=C2)C=2C=NN(C2)C ((2S,4R,6R)-2-methyl-6-(1-methyl-1H-pyrazol-4-yl)tetrahydro-2H-pyran-4-yl)-4H-pyrazino[1,2-a]pyrimidin-4-one